propan-2-yl-azetidine-3-carboxamide CC(C)N1CC(C1)C(=O)N